mercaptoethylpyrazolone SCCC=1C(N=NC1)=O